C(C1=CC=CC=C1)C=1C=C(C=CC1F)C1=NN(C(=C1)O)C=1SC=C(N1)C(=O)O 2-(3-(3-benzyl-4-fluorophenyl)-5-hydroxy-1H-pyrazol-1-yl)thiazole-4-carboxylic acid